BrC1=CC=C(C=C1)NC(=O)NC1CN(CC1)C 1-(4-Bromophenyl)-3-(1-methylpyrrolidin-3-yl)urea